C1(CC1)S(=O)(=O)N1CCN(CC1)CCCNC1=C2C(=NC(=C1)C1=CC=C(C=C1)CN(CC)CC)C=CS2 N-(3-(4-(cyclopropylsulfonyl)piperazin-1-yl)propyl)-5-(4-((diethylamino)methyl)phenyl)thieno[3,2-b]pyridin-7-amine